2-bromo-2-cyano-N,N-dimethylacetamide CN(C)C(=O)C(C#N)Br